C(C)(C)(C)OC(N(CC1=C(C=NC=C1)F)C1=NC(=NN2C1=CC(=C2)Br)Cl)=O.NCCCN2C(CCC2)=O aminopropyl-pyrrolidone tert-butyl-(6-bromo-2-chloropyrrolo[2,1-f][1,2,4]triazin-4-yl)((3-fluoropyridin-4-yl)methyl)carbamate